4-(o-tolyl)thiazol-2-amine CC1=CC=CC=C1C2=CSC(=N2)N